1-N-[2-[4-(hydroxymethyl)cyclohexyl]-6-(1-hydroxy-1-methyl-ethyl)indazol-5-yl]-6-methoxy-pyridine-2-carboxamide OCC1CCC(CC1)N1N=C2C=C(C(=CC2=C1)N1C(C=CC=C1OC)C(=O)N)C(C)(C)O